C(C=C)(=O)OCCC 2-methylEthyl acrylate